C(C)C=1C2=C(S(C1)=O)C(=CC=C2)NC2C(CN(CC2)CC(COC)O)F 3-ethyl-7-((3-fluoro-1-(2-hydroxy-3-methoxypropyl)piperidin-4-yl)amino)-1-oxidobenzo[b]thiophen